C(C)(C)SC1=CC2=C(C(=C(O2)C(/C=C/C2=CC(=C(OC(C(=O)O)(C)C)C(=C2)C)C)=O)C)C=C1 (E)-2-(4-(3-(6-(isopropylthio)-3-methylbenzofuran-2-yl)-3-oxoprop-1-en-1-yl)-2,6-dimethylphenoxy)-2-methylpropanoic acid